C(C)NS(OCC(=O)NC=1SC2=C(N1)CCCC2C2=CC(=C(C=C2)F)Cl)(=O)=O 2-((7-(3-chloro-4-fluorophenyl)-4,5,6,7-tetrahydrobenzo[d]thiazol-2-yl)amino)-2-oxoethyl ethylsulfamate